2-[(2-bromo-4-fluorobenzyl)oxy]-N-methoxy-N-methylacetamide BrC1=C(COCC(=O)N(C)OC)C=CC(=C1)F